ClC1=C(C=CC=C1NC(C1=NC=C(C(=C1)OC)C=O)=O)C1=C(C(=CC=C1)NC(OC(C)(C)C)=O)C tert-butyl (2'-chloro-3'-(5-formyl-4-methoxypicolinamido)-2-methyl-[1,1'-biphenyl]-3-yl)carbamate